FC(CCOC(NCC(C)C1=CC(=CC=C1)C(=C)C)=O)(C(C(C(C(C(F)(F)F)(F)F)(F)F)(F)F)(F)F)F 3,3,4,4,5,5,6,6,7,7,8,8,8-tridecafluorooctyl-2-(3-(prop-1-en-2-yl)phenyl)propanylcarbamate